C(C)OC(=O)C1=C(N=C(N1)CN1CCC(CC1)C1=CC=CC=2O[C@](OC21)(C)C2=C(C=C(C=C2)Cl)F)C (S)-2-((4-(2-(4-chloro-2-fluorophenyl)-2-methylbenzo[d][1,3]dioxol-4-yl)piperidin-1-yl)methyl)-4-methyl-1H-imidazole-5-carboxylic acid ethyl ester